6-(8-Fluoro-2-methylimidazo[1,2-a]pyridin-6-yl)-N-methyl-N-(piperidin-4-yl)[1,3]thiazolo[4,5-c]pyridin-2-amin-Hydrochlorid Cl.FC=1C=2N(C=C(C1)C1=CC3=C(C=N1)N=C(S3)N(C3CCNCC3)C)C=C(N2)C